CN1CCN(CC1)CCNC(C)(C)C 2-(4-Methylpiperazin-1-yl)ethyl-tert-butylamine